1-bromo-5-[6,8-dimethylimidazo[1,2-a]pyrazin-2-yl]phthalazine BrC1=NN=CC2=C(C=CC=C12)C=1N=C2N(C=C(N=C2C)C)C1